N-(3-hydroxy-3-methylbutyl)-2-(5-isopropyl-8-oxothiazolo[5',4':4,5]pyrrolo[1,2-d][1,2,4]triazin-7(8H)-yl)acetamide OC(CCNC(CN1N=C(N2C(C1=O)=CC1=C2N=CS1)C(C)C)=O)(C)C